Methyl (2S)-2-[benzyl(ethyl)amino]-3,3-dimethylbutanoate C(C1=CC=CC=C1)N([C@H](C(=O)OC)C(C)(C)C)CC